5-(1H-imidazol-1-yl)-2-(5-(piperidin-4-ylamino)pyrazin-2-yl)phenol N1(C=NC=C1)C=1C=CC(=C(C1)O)C1=NC=C(N=C1)NC1CCNCC1